tert-butyl N-[[2-[6-chloro-4-[3,3-difluoro-1-(4-methyl-1,2,4-triazol-3-yl)cyclobutyl]-2-pyridyl]-3-oxo-7-(trifluoromethyl)isoindolin-5-yl]methyl]-N-(1-methylcyclobutyl)carbamate ClC1=CC(=CC(=N1)N1CC2=C(C=C(C=C2C1=O)CN(C(OC(C)(C)C)=O)C1(CCC1)C)C(F)(F)F)C1(CC(C1)(F)F)C1=NN=CN1C